[Si](C1=CC=CC=C1)(C1=CC=CC=C1)(C(C)(C)C)OC[C@H]1[C@@H](N([C@H](C1)C(NC1=NC=CC=C1)=O)C(=O)OC(C)(C)C)C#C tert-Butyl (2R,3R,5R)-3-(((tert-butyldiphenylsilyl)oxy)methyl)-2-ethynyl-5-(pyridin-2-ylcarbamoyl)pyrrolidine-1-carboxylate